COP(OC)=O.[K] potassium dimethylphosphonate